6-chloro-3-(3-cyclopropyl-2-fluorophenoxy)-N-[2-(3,4-dimethylphenyl)-2,2-difluoroethyl]-5-methylpyridazine-4-carboxamide ClC1=C(C(=C(N=N1)OC1=C(C(=CC=C1)C1CC1)F)C(=O)NCC(F)(F)C1=CC(=C(C=C1)C)C)C